(1R,3S)-3-{5-[2-(2-formyl-3-hydroxyphenoxy)propanamido]-2H-pyrazol-3-yl}cyclopentyl N-isopropylcarbamate C(C)(C)NC(O[C@H]1C[C@H](CC1)C=1NN=C(C1)NC(C(C)OC1=C(C(=CC=C1)O)C=O)=O)=O